N1(C=NC=C1)C=1N=C(C2=C(N1)C=CN2)C(=O)NC2CCC(CC2)N2CCOCC2 2-(1H-imidazol-1-yl)-N-((1s,4s)-4-morpholinocyclohexyl)-5H-pyrrolo[3,2-d]pyrimidine-4-carboxamide